1,5-dimethyl-4-(5-methyl-2-(pyridin-4-yl)thiazol-4-yl)-2-phenyl-1,2-dihydro-3H-pyrazol-3-one CN1N(C(C(=C1C)C=1N=C(SC1C)C1=CC=NC=C1)=O)C1=CC=CC=C1